ClC=1C(=CC(=NC1)NC1CCC(CC1)N)C=1C=C2C=CNC2=CC1 (1r,4r)-N1-(5-chloro-4-(1H-indol-5-yl)pyridin-2-yl)cyclohexane-1,4-diamine